CN1N=C(C(=C1C)S(=O)(=O)N1CCC2(CCC2N2CCOCC2)CC1)C 4-(7-((1,3,5-trimethyl-1H-pyrazol-4-yl)sulfonyl)-7-azaspiro[3.5]nonan-1-yl)morpholine